[C@@H]12CC[C@@H](CC1)C2 cis-endo-bicyclo[2.2.1]heptane